C(C)(C)(C)C1CCC(CC1)NCC(CS(=O)(=O)O)C 3-(4-tert-Butylcyclohexyl)amino-2-methyl-propane-1-sulfonic acid